COC1=C(C(CC1)=O)C(C)CCCC(C)C 3-Methoxy-2-(6-methylheptan-2-yl)cyclopent-2-en-1-one